C(CCCC)N1CCC(=CC1)C1=CNC2=CC=CC=C12 3-(1-pentyl-1,2,3,6-tetrahydropyridin-4-yl)-1H-indole